FC1(CC(C1)CN1N=CC(=C1)C1=C(N=C2N(C1=O)N=C(S2)C)C(F)(F)F)F 6-{1-[(3,3-difluorocyclobutyl)-methyl]-1H-pyrazol-4-yl}-2-methyl-7-(trifluoromethyl)-5H-[1,3,4]thiadiazolo[3,2-a]pyrimidin-5-one